ethylenebisstearoamide CCCCCCCCCCCCCCCCCC(=O)NCCNC(=O)CCCCCCCCCCCCCCCCC